O=C1NC(CCC1OC=1C=C(C(=O)O)C=CC1)=O 3-((2,6-dioxopiperidin-3-yl)oxy)benzoic acid